C(C)N1C2=C(OC3=C(C1=O)C=C(C=C3)NC(OCC(C)C)=O)C=CC=C2 isobutyl (10-ethyl-11-oxo-10,11-dihydrodibenzo[b,f][1,4]oxazepin-2-yl)carbamate